2,N2-dimethyl-N5-(4-(6-phenylimidazo[1,2-a]pyridin-3-yl)pyrimidin-2-yl)pyridine-2,5-diamine CC1(NC=C(C=C1)NC1=NC=CC(=N1)C1=CN=C2N1C=C(C=C2)C2=CC=CC=C2)NC